OC1=C2C=CC=C(C2=CC=C1O)C(=O)OCCC1=CC=CC=C1 phenethyl 5,6-dihydroxynaphthoate